O=C1CC(CN1C1=CC=C(C=C1)S(=O)(=O)N1CCNCC1)N1CCN(CC1)C(=O)OC(C)(C)C Tert-butyl 4-[5-oxo-1-(4-piperazin-1-ylsulfonylphenyl)pyrrolidin-3-yl]piperazine-1-carboxylate